N1[C@@H](CCC1)C(=O)NCCCC[C@H](N)C(=O)O N6-L-prolyl-L-lysine